3-dibenzofuransulfonic acid C1=CC(=CC=2OC3=C(C21)C=CC=C3)S(=O)(=O)O